C(N)(OC(C1=CC(=C(C=C1)C)C(NC(C)C1=CC(=NC2=CC=CC=C12)Cl)=O)C(C)(C)C)=O tert-butyl(3-((1-(2-chloroquinolin-4-yl)ethyl)carbamoyl)-4-methylbenzyl) carbamate